2-(6-fluoro-4-methoxy-1-((2-(trimethylsilyl)ethoxy)methyl)-1H-indazol-3-yl)ethyl methanesulfonate CS(=O)(=O)OCCC1=NN(C2=CC(=CC(=C12)OC)F)COCC[Si](C)(C)C